CC=1N=C2N(N=C(C=C2C)C2=CC(=C3C=C(N=CC3=C2)C=2CCN(CC2)C(=O)OC(C)(C)C)F)C1 tert-Butyl 4-[7-(2,8-dimethylimidazo[1,2-b]pyridazin-6-yl)-5-fluoro-3-isoquinolyl]-3,6-dihydro-2H-pyridine-1-carboxylate